2,6-dimethyl-1,4-phenylene ether CC1=C2C(=CC(=C1)O2)C